S1C(=CC2=C1C=CC=C2)N=C=S benzothienyl isothiocyanate